4-Amino-1-(6-amino-4-methylpyridin-3-yl)-2-oxo-7-(trifluoromethyl)-1,2-dihydro-1,8-naphthyridine-3-carboxylic acid methyl ester COC(=O)C=1C(N(C2=NC(=CC=C2C1N)C(F)(F)F)C=1C=NC(=CC1C)N)=O